(S,Z)-2-Hydroxy-N-((4-(methoxyimino)-1-(2'-methyl-[1,1'-biphenyl]-4-carbonyl)pyrrolidin-2-yl)methyl)acetamide OCC(=O)NC[C@H]1N(C\C(\C1)=N/OC)C(=O)C1=CC=C(C=C1)C1=C(C=CC=C1)C